FC1=C(N=CC2=C1N=C(N=C2N2CC1CCC(C2)N1C(=O)[O-])OCC12CCCN2CCC1)C1=C(C=CC=C1)C 3-(8-fluoro-2-((hexahydro-1H-pyrrolizin-7a-yl)methoxy)-7-(o-tolyl)pyrido[4,3-d]pyrimidin-4-yl)-3,8-diazabicyclo[3.2.1]octane-8-carboxylate